5-chloro-4-(3,4-dichlorophenyl)-1,6-dimethyl-2-oxo-pyridine-3-carboxylic acid ethyl ester C(C)OC(=O)C=1C(N(C(=C(C1C1=CC(=C(C=C1)Cl)Cl)Cl)C)C)=O